2-[4-[(3S)-3-[5-(2-oxoazetidin-1-yl)-3-pyridinyl]isoxazolidine-2-carbonyl]-1-piperidinyl]pyrimidine-4-carbonitrile O=C1N(CC1)C=1C=C(C=NC1)[C@H]1N(OCC1)C(=O)C1CCN(CC1)C1=NC=CC(=N1)C#N